ClC=1C(=C2C=NNC2=CC1C)C=1C(=NN(C1C(F)F)C1CC2(CNC2)C1)C=1C(=NC=CC1)C 5-chloro-4-(5-(Difluoromethyl)-3-(2-methylpyridin-3-yl)-1-(2-azaspiro[3.3]heptan-6-yl)-1H-pyrazol-4-yl)-6-methyl-1H-indazole